N-(methyl-d3)pyridazine-3-carboxamide sulphate S(=O)(=O)(O)O.C(NC(=O)C=1N=NC=CC1)([2H])([2H])[2H]